4-vinylpiperidine C(=C)C1CCNCC1